BrC=1C=CC=2N(C3=CC=CC=C3C2C1)C1=CC2=C(OC3=C2C=CC=C3)C=C1 3-bromo-9-(dibenzo[b,d]furan-2-yl)-9H-carbazole